(3-(4-(trifluoromethyl)phenyl)-1'H-[1,6'-biindazol]-4'-yl)acrylamide FC(C1=CC=C(C=C1)C1=NN(C2=CC=CC=C12)C1=CC(=C2C=NNC2=C1)C(C(=O)N)=C)(F)F